methyl 3-[[6-[3-[2-methoxy-4-(methylcarbamoyl)anilino]prop-1-ynyl]-1-(2,2,2-trifluoroethyl)benzimidazole-4-carbonyl]amino]bicyclo[1.1.1]pentane-1-carboxylate COC1=C(NCC#CC=2C=C(C3=C(N(C=N3)CC(F)(F)F)C2)C(=O)NC23CC(C2)(C3)C(=O)OC)C=CC(=C1)C(NC)=O